(R)-((2R,5S)-5-(4-Chlorophenyl)pyrrolidin-2-yl)(3-fluorophenyl)-methanol hydrochloride Cl.ClC1=CC=C(C=C1)[C@@H]1CC[C@@H](N1)[C@H](O)C1=CC(=CC=C1)F